3-(1-n-amyl-1H-indole-3-yl)-3-oxopropanenitrile C(CCCC)N1C=C(C2=CC=CC=C12)C(CC#N)=O